BrC1=CC=C(C=C1)C(=O)C1CN(C1)Cl (4-bromophenyl)-(1-chloroazetidin-3-yl)methanone